(Z)-3-((4-(benzo[d][1,3]dioxol-5-ylmethylene)-5-oxo-4,5-dihydro-1H-imidazol-2-yl)(phenyl)amino)propanamide O1COC2=C1C=CC(=C2)\C=C\2/N=C(NC2=O)N(CCC(=O)N)C2=CC=CC=C2